2,2'-methylene-bis(4,6-di-t-butylphenyl) phosphate aluminum [Al+3].P1(=O)(OC2=C(C=C(C=C2C(C)(C)C)C(C)(C)C)CC2=C(C(=CC(=C2)C(C)(C)C)C(C)(C)C)O1)[O-].C1C2=C(C(=CC(=C2)C(C)(C)C)C(C)(C)C)OP(=O)(OC2=C1C=C(C=C2C(C)(C)C)C(C)(C)C)[O-].C2C1=C(C(=CC(=C1)C(C)(C)C)C(C)(C)C)OP(=O)(OC1=C2C=C(C=C1C(C)(C)C)C(C)(C)C)[O-]